C(C)(=O)OC(CCCC[C@@H](CCC=C)C(=C)C)C (3S,6S)-METHYL-6-ISOPROPENYL-9-DECEN-1-YL ACETATE